ClC1=C2C=NN(C2=C(C=C1)C(=O)NC1CC2(CCC2)C1)CC1=CC=C(C=C1)C(C)(C)C 6-(4-chloro-1-(4-(tert-butyl)benzyl)-1H-indazole-7-carboxamido)spiro[3.3]heptane